FC1(C(C1)C1=CC=CC(=N1)C(=O)NC=1C(=C(C=2N(C1)C=C(N2)C2CCN(CC2)CC2(CNC2)O)F)C(C)(C)O)F 6-(2,2-difluorocyclopropyl)-N-(8-fluoro-2-(1-((3-hydroxyazetidin-3-yl)methyl)piperidin-4-yl)-7-(2-hydroxypropan-2-yl)imidazo(1,2-a)pyridin-6-yl)picolinamide